BrC=1C(=C(C=CC1)N1C[C@@H](N(CC1)C(=O)OC(C)(C)C)C)OCC(O)C1=CC=C(C=C1)Cl Tert-butyl (2S)-4-(3-bromo-2-(2-(4-chlorophenyl)-2-hydroxyethoxy)phenyl)-2-methylpiperazine-1-carboxylate